BrC=1C=C(C=NC1)N(C(OC(C)(C)C)=O)C tert-butyl (5-bromopyridin-3-yl)(methyl)carbamate